C(C)(C)(C)C1=CC=C(C(O)=C1)O 5-tertiary butyl-catechol